1,3-dibromo-4,6-difluorobenzene BrC1=CC(=C(C=C1F)F)Br